O1COC2=C1C=CC(=C2)CNC(=S)NC=2C=C1C(=CC(=NC1=CC2)N2CCN(CC2)CC)C 1-benzo[1,3]dioxol-5-ylmethyl-3-[2-(4-ethyl-piperazin-1-yl)-4-methyl-quinolin-6-yl]-thiourea